(1aR,5aR)-2-Pyrazin-2-yl-1a,2,5,5a-tetrahydro-1H-2,3-diaza-cyclopropa[a]pentalene-4-carboxylic acid ((1S,2R)-2-hydroxy-cyclopentyl)-amide O[C@H]1[C@H](CCC1)NC(=O)C=1C=2C[C@@H]3[C@H](C2N(N1)C1=NC=CN=C1)C3